S1N=CN=C1NC(=O)N1CCCCC1 N-(1,2,4-thiadiazol-5-yl)piperidine-1-carboxamide